C1(CCCCC1)[C@@H](C(=O)N1[C@@H](CCC1)C(=O)NC1=C(N=C(S1)C=1OC=CN1)C1=CC=CC=C1)NC([C@H](C)NC)=O (2S)-1-[(2S)-2-cyclohexyl-2-[[(2S)-2-(methylamino)propanoyl]amino]acetyl]-N-[2-(1,3-oxazol-2-yl)-4-phenyl-1,3-thiazol-5-yl]pyrrolidine-2-carboxamide